C(CCCCCCCC=CCC(CCCCCC)O)O octadec-9-en-1,12-diol